tert-butyl 3-[5-methyl-6-[2-[3-methyl-5-(1-piperidylsulfonyl)indol-1-yl]propanoylamino]indazol-1-yl]azetidine-1-carboxylate CC=1C=C2C=NN(C2=CC1NC(C(C)N1C=C(C2=CC(=CC=C12)S(=O)(=O)N1CCCCC1)C)=O)C1CN(C1)C(=O)OC(C)(C)C